2-((3-Isopropoxy-1-(methyl-d3)-1H-pyrazol-4-yl)amino)-7-((3R,4R)-4-methyltetrahydrofuran-3-yl)-7H-pyrrolo[2,3-d]pyrimidine-6-carbonitrile C(C)(C)OC1=NN(C=C1NC=1N=CC2=C(N1)N(C(=C2)C#N)[C@H]2COC[C@@H]2C)C([2H])([2H])[2H]